C(#N)C1=C(N=C2N(C1=O)C=C(C=C2[C@@H](C)NC2=C(C(=O)O)C=CC=C2)C)N2CC1=CC(=C(C=C1C2)F)F (R)-2-((1-(3-cyano-2-(5,6-difluoroisoindolin-2-yl)-7-methyl-4-oxo-4H-pyrido[1,2-a]pyrimidin-9-yl)ethyl)amino)benzoic acid